CN(C)C1=CC2=CC=CC=C2C(=C1N(C)C)C3CC(=O)OC3=O 4,5-(bis(dimethylamino)naphthalen-1-yl)furan-2,5-dione